C1(=CC=CC=C1)NC(CCCC(=O)O)C 5-phenylaminohexanoic acid